3,4-Difluoro-N-[(1R)-2-hydroxy-1-[1-[(1R)-3-(hydroxyamino)-1-(1H-indol-3-ylmethyl)-3-oxo-propyl]triazol-4-yl]ethyl]benzamid FC=1C=C(C(=O)N[C@@H](CO)C=2N=NN(C2)[C@@H](CC(=O)NO)CC2=CNC3=CC=CC=C23)C=CC1F